2-methyl-2,3,5,6,7,8-hexahydro-1H-cyclopenta[b]naphthalen-1-one CC1CC=2C(=CC=3CCCCC3C2)C1=O